dec-8-ene-4-carboxylate CCCC(CCCC=CC)C(=O)[O-]